tert-butyl 6-(4-bromo-3-(2,2-dimethyl-4-((2-(trimethylsilyl)ethoxy)carbonyl)piperazin-1-yl)-5-methyl-1H-pyrazol-1-yl)-2-azaspiro[3.3]heptane-2-carboxylate BrC=1C(=NN(C1C)C1CC2(CN(C2)C(=O)OC(C)(C)C)C1)N1C(CN(CC1)C(=O)OCC[Si](C)(C)C)(C)C